NC(CCNNC(=O)OC(C)(C)C)=O tert-Butyl 2-(3-amino-3-oxopropyl)hydrazine-1-carboxylate